4-(6-chloro-8-fluoro-2-((1-methylpiperidin-3-yl)oxy)-4-(3-vinyl-5,6-dihydro-imidazo[1,5-a]pyrazin-7(8H)-yl)quinazolin-7-yl)naphthalen-2-ol ClC=1C=C2C(=NC(=NC2=C(C1C1=CC(=CC2=CC=CC=C12)O)F)OC1CN(CCC1)C)N1CC=2N(CC1)C(=NC2)C=C